3-(1-(2-Aminophenyl)-7-fluoro-1H-indol-2-yl)-1-methylpyrrolidine-2,5-dione NC1=C(C=CC=C1)N1C(=CC2=CC=CC(=C12)F)C1C(N(C(C1)=O)C)=O